ClC=1C=C(C=CC1F)NC(N(C)C(C)C1=CNC(C2=CC(=C(C=C12)F)F)=O)=O (3-Chloro-4-fluorophenyl)-1-(1-(6,7-difluoro-1-oxo-1,2-dihydroisoquinolin-4-yl)ethyl)-1-methylurea